(S)-2-((tert-Butoxycarbonyl)amino)-3-(3-carbamoylphenyl)propanoic acid C(C)(C)(C)OC(=O)N[C@H](C(=O)O)CC1=CC(=CC=C1)C(N)=O